FC(C(=O)O\N=C(\C1=CC=C(C=C1)C)/N)(F)F [(Z)-[amino(p-tolyl)methylene] amino] 2,2,2-trifluoroacetate